7-Bromo-imidazo-[1,2-a]-pyridine BrC1=CC=2N(C=C1)C=CN2